3-[5-[1-[[4-(chloromethyl)phenyl]methyl]-4-hydroxy-4-piperidyl]-1-oxo-isoindolin-2-yl]piperidine-2,6-dione ClCC1=CC=C(C=C1)CN1CCC(CC1)(O)C=1C=C2CN(C(C2=CC1)=O)C1C(NC(CC1)=O)=O